CC1(COC2=NC(=CC=C21)C#N)C 3,3-dimethyl-2,3-dihydrofuro[2,3-b]pyridine-6-carbonitrile